C(C)OC(=O)C1=C(C=2C(=CN=CC2)S1)N(C)C 3-(Dimethylamino)thieno[2,3-c]pyridine-2-carboxylic acid ethyl ester